C(C)(C)(C)OC(CCN1CCN(CC1)C1=CC=C(C=C1)NC1C(NC(CC1)=O)=O)=O.C(=C)[Si](OC(=C)C)(OC(=C)C)OC(=C)C vinyl-tri[(1-methylvinyl)oxy]silane Tert-butyl-3-(4-(4-((2,6-dioxopiperidin-3-yl)amino)phenyl)piperazin-1-yl)propanoate